C(C)OC(C[C@@H](CC)C1=C2CCN(CC2=CC=C1)C(=O)OC(C)(C)C)=O tert-butyl 5-[(3R)-1-ethoxy-1-oxopentan-3-yl]-3,4-dihydro-1H-isoquinoline-2-carboxylate